2-(biphenyl-4-yl)-4-phenyl-6-{4'-(pyridin-3-yl)biphenyl-4-yl}pyrimidine C1(=CC=C(C=C1)C1=NC(=CC(=N1)C1=CC=CC=C1)C1=CC=C(C=C1)C1=CC=C(C=C1)C=1C=NC=CC1)C1=CC=CC=C1